3,4:7,8-diepoxybicyclo[4.3.0]nonane C12CC3C(CC2C2C(C1)O2)O3